C(C)N1C=C(C(C2=CC(=C(C(=C12)F)N1CC(NCC1)C)F)=O)C(C=CC1=CC=C(C=C1)C)=O 1-ethyl-6,8-difluoro-7-(3-methylpiperazin-1-yl)-3-(4-methylcinnamoyl)-quinolin-4(1H)-one